BrCCC1=C(C=CC(=C1)[N+](=O)[O-])CO[Si](C)(C)C(C)(C)C [2-(2-bromoethyl)-4-nitro-phenyl]methoxy-tert-butyl-dimethyl-silane